2,5-Dihydroxybenzaldehyd OC1=C(C=O)C=C(C=C1)O